C(C=C)C1([C@H](C[C@H]([C@H](O1)C)NC(OC(C)(C)C)=O)C)O tert-butyl ((2R,3R,5S)-6-allyl-6-hydroxy-2,5-dimethyltetrahydro-2H-pyran-3-yl)carbamate